NC1=CC(=NN1C(C)=O)C(C)(C)C 1-(5-amino-3-(tert-butyl)-1H-pyrazol-1-yl)ethanone